C1(=CC(=CC=C1)NC(=O)C1NCS(C1)=O)C N-(m-tolyl)thiazolidine-4-carboxamide 1-oxide